1-(1-propenoylazetidin-3-yl)-5-amino-3-(7-methoxy-5-methylbenzo[b]thiophen-2-yl)-1H-pyrazole-4-carboxamide C(C=C)(=O)N1CC(C1)N1N=C(C(=C1N)C(=O)N)C1=CC2=C(S1)C(=CC(=C2)C)OC